CC=1C=C(C(N(C1C)C=1C=NC=CC1)=O)C(=O)N 5,6-dimethyl-2-oxo-2H-[1,3'-bipyridine]-3-carboxamide